2-(Dimethylamino)-N5-(methoxy-d3)-N4-(2,3,5,6-tetrafluoro-3'-(methoxy-d3)-[1,1'-biphenyl]-4-yl)thiazole-4,5-dicarboxamide CN(C=1SC(=C(N1)C(=O)NC1=C(C(=C(C(=C1F)F)C1=CC(=CC=C1)OC([2H])([2H])[2H])F)F)C(=O)NOC([2H])([2H])[2H])C